(S)-1-(2-((S)-3-((5-chloroquinolin-8-yl)oxy)pyrrolidin-1-yl)acetyl)-4,4-difluoropyrrolidine-2-carbonitrile ClC1=C2C=CC=NC2=C(C=C1)O[C@@H]1CN(CC1)CC(=O)N1[C@@H](CC(C1)(F)F)C#N